C(#N)C1=C2C=CN(C2=CC=C1)C(=O)[O-] 4-cyano-1H-indole-1-carboxylate